C(C)(C)C1=CC=C(C=C1)[C@H](C)NC(=O)C1=CC=C2C=C(N(C2=C1)C)C (S)-N-(1-(4-isopropylphenyl)ethyl)-1,2-dimethyl-1H-indole-6-carboxamide